N-(3-(1,7-dimethyl-8-(methylsulfonyl)-2,6-dioxo-1H-purin-3(2H,6H,7H)-yl)propyl)-5-((4R)-2-oxohexahydro-1H-thieno[3,4-d]imidazol-4-yl)pentanamide CN1C(N(C=2N=C(N(C2C1=O)C)S(=O)(=O)C)CCCNC(CCCC[C@H]1SCC2NC(NC21)=O)=O)=O